4-(5-(4,4-difluoropiperidin-1-carbonyl)-1H-pyrrolo[2,3-b]pyridin-1-yl)benzonitrile FC1(CCN(CC1)C(=O)C=1C=C2C(=NC1)N(C=C2)C2=CC=C(C#N)C=C2)F